NC1=CC=C(CN2C[C@@]3([C@@H](N[C@H]([C@@H]3C3=C(C(=CC=C3)Cl)F)C(=O)NC3=C(C=C(C(=O)O)C=C3)OC)CC(C)(C)C)C3=CC=C(C=C23)Cl)C=C1 4-((2'S,3S,4'S,5'R)-1-(4-aminobenzyl)-6-chloro-4'-(3-chloro-2-fluorophenyl)-2'-neopentyl-spiro[indoline-3,3'-pyrrolidine]-5'-carboxamido)-3-methoxybenzoic acid